C(C1=CC=CC=C1)N1C=CC=2C(=NC=CC21)C=2C=C1CN(C(C1=CC2)=O)C2C(NC(CC2)=O)=O 3-(5-(1-benzyl-1H-pyrrolo[3,2-c]pyridin-4-yl)-1-oxoisoindolin-2-yl)piperidine-2,6-dione